2-(1-(3-Bromo-4-((1-(pyrimidin-2-ylmethyl)piperidin-4-yl)methoxy)phenyl)-2,2-difluoroethyl)isoindoline BrC=1C=C(C=CC1OCC1CCN(CC1)CC1=NC=CC=N1)C(C(F)F)N1CC2=CC=CC=C2C1